O2-(2,5-Dioxopyrrolidin-1-Yl) O1-(9H-Fluoren-9-Ylmethyl) (2S)-Pyrrolidine-1,2-Dicarboxylate N1([C@@H](CCC1)C(=O)ON1C(CCC1=O)=O)C(=O)OCC1C2=CC=CC=C2C=2C=CC=CC12